OC1=NC(=NC(=C1S)O)C 4,6-dihydroxy-2-methyl-mercaptopyrimidine